ClC=1C=C(C=C(C1CC1=CC(=C(C=C1)O)C(C)C)Cl)/C=C/C(=O)OC methyl (E)-3-(3,5-dichloro-4-(4-hydroxy-3-isopropylbenzyl)phenyl)acrylate